5-chloro-3-isopropyl-N-((1-methyl-1H-imidazol-5-yl)methyl)pyrazolo[1,5-a]pyrimidin-7-amine ClC1=NC=2N(C(=C1)NCC1=CN=CN1C)N=CC2C(C)C